FC(OC1=C(CC=2C=C(C=CC2)[C@H](CC(=O)OCC)NC(=O)NC=2C(N(C=CC2O)C)=O)C=CC=C1)F ethyl (S)-3-(3-(2-(difluoromethoxy)benzyl)phenyl)-3-(3-(4-hydroxy-1-methyl-2-oxo-1,2-dihydro pyridin-3-yl)ureido)propanoate